4-(4,4-difluoro-5-(4-(1-(4-hydroxyphenyl)-2-phenylbut-1-en-1-yl)phenoxy)pentyl)piperazin FC(CCCN1CCNCC1)(COC1=CC=C(C=C1)C(=C(CC)C1=CC=CC=C1)C1=CC=C(C=C1)O)F